butyl N-[4-[(3-fluoro-4-formyl-phenyl)methyl]phenyl]carbamate FC=1C=C(C=CC1C=O)CC1=CC=C(C=C1)NC(OCCCC)=O